4-methyl-3-oxo-pentanoic acid CC(C(CC(=O)O)=O)C